(7-hydroxy-1H-indol-2-yl)-[4-(2-tetrahydropyran-4-yl-3H-imidazo[4,5-b]pyridin-7-yl)-1-piperidyl]methanone OC=1C=CC=C2C=C(NC12)C(=O)N1CCC(CC1)C1=C2C(=NC=C1)NC(=N2)C2CCOCC2